O1CCN(CC1)C1=CC2=C(N(C(=N2)C#C[Si](C(C)C)(C(C)C)C(C)C)C2=CC=C(C=C2)NS(=O)(=O)C2=CC=CC=C2)C=C1 N-(4-(5-morpholino-2-((triisopropylsilyl)ethynyl)-1H-benzo[d]imidazol-1-yl)phenyl)benzenesulfonamide